Br.BrC1=CC=C(C=C1)\N=C(/N)\SCC1=C(C=CC(=C1)Br)C(NCC1=CC=C(C=C1)C#N)=O 5-bromo-2-((4-cyanobenzyl)carbamoyl)benzyl (E)-N'-(4-bromophenyl)carbamimidothioate hydrobromide